C(C1=CC=CC=C1)=NNC(=O)N benzaldehyde semicarbazone